C(C)N(CCC=1C(=C(C2=CC=CC=C2C1)CC1=C(C=CC2=CC=CC=C12)OC)C(=O)N)CC (2-(diethylamino)ethyl)-1-((2-methoxynaphthalen-1-yl)methyl)-2-naphthamide